2,2,6,6-tetramethylpiperidone CC1(CC(=O)CC(N1)(C)C)C